N=1N(C=C2C1C=NC=C2)CC2=C(C=C1[C@](NC(NC1=C2)=O)(C(F)(F)F)C#CC2CC2)F (S)-7-((2H-pyrazolo[3,4-c]pyridin-2-yl)methyl)-4-(cyclopropylethynyl)-6-fluoro-4-(trifluoromethyl)-3,4-dihydroquinazolin-2(1H)-one